FC=1C=CC(=NC1)NC1=C(C(=O)N)C(=CC=N1)NC1=C(C=C(C=C1)N1CCOCC1)N(S(=O)(=O)C)C ((5-fluoropyridin-2-yl)amino)-4-((2-(N-methylmethanesulfonamido)-4-morpholinophenyl)amino)nicotinamide